[Ru].ClC1(CCC(CC1)P(C1CCCCC1)C1CCCCC1)Cl dichloro(tricyclohexylphosphine) ruthenium